(2S)-3-methyl-2-[[4-[2-(4-nitrophenyl)ethynyl]benzoyl]amino]butanoic acid CC([C@@H](C(=O)O)NC(C1=CC=C(C=C1)C#CC1=CC=C(C=C1)[N+](=O)[O-])=O)C